ClC1=C(C=CC=C1)NC=1C=C2C(=NC1)N(N=C2)C=2C=C(SC2)C(=O)NC=2N(C=CN2)C 4-(5-((2-chlorophenyl)amino)-1H-pyrazolo[3,4-b]pyridin-1-yl)-N-(1-methyl-1H-imidazol-2-yl)thiophene-2-carboxamide